(6-fluoro-1,2,3,4-tetrahydroisoquinolin-4-yl)-N-methylmethylamine FC=1C=C2C(CNCC2=CC1)N(C)C